CC=1C=C(CN2C=CC3=CC(=CC=C23)C(=O)OC)C=CC1 Methyl 1-(3-methylbenzyl)-1H-indole-5-carboxylate